5-{6-[(1R,2S,3S,5S)-3-amino-2-fluoro-8-azabicyclo[3.2.1]octan-8-yl]-5-methyl-1H-pyrazolo[3,4-b]pyrazin-3-yl}-4-chloro-2-methyl-2H-indazole-3-carbonitrile N[C@@H]1[C@@H]([C@H]2CC[C@@H](C1)N2C2=C(N=C1C(=N2)NN=C1C1=C(C2=C(N(N=C2C=C1)C)C#N)Cl)C)F